O=C1NC(CCC1N1C(N(C2=C1C=CC=C2N2CC(N(CC2)C(=O)OC(C)(C)C)(C)C)C)=O)=O tert-butyl 4-[1-(2,6-dioxo-3-piperidyl)-3-methyl-2-oxo-benzimidazol-4-yl]-2,2-dimethyl-piperazine-1-carboxylate